O[C@H]1[C@@H](COCC1)NC1=NC=C(C=2N=CN(C(C21)=O)C)C2=CC=C(C=C2)C(F)(F)F 5-(((3R,4R)-4-hydroxytetrahydro-2H-pyran-3-yl)amino)-3-methyl-8-(4-(trifluoromethyl)phenyl)pyrido[4,3-d]pyrimidin-4(3H)-one